O=C1CC2CCC2C1 3-oxo-bicyclo[3.2.0]heptane